[I-].C(CCCCC)OC=1C(=NSN1)C1=CCC[N+](C1)(C(C(C)C)OC(=O)OCCCCCCCCCCCCC)C 5-(4-(hexyloxy)-1,2,5-thiadiazol-3-yl)-1-methyl-1-(2-methyl-1-(((tridecyloxy)carbonyl)oxy)propyl)-1,2,3,6-tetrahydropyridin-1-ium iodide